CC1=CC=C(C=C1)S(=O)(=O)OC1COC1 3-oxetanyl p-toluenesulfonate